(6R,7S)-7-({[1,1'-Biphenyl]-3-yl}methyl)-2-oxo-3-oxa-1,8-diazaspiro[5.5]undecane-8-carboxylic acid methyl ester COC(=O)N1[C@H]([C@]2(CCOC(N2)=O)CCC1)CC=1C=C(C=CC1)C1=CC=CC=C1